C(CCCCC)OC=1C(=NSN1)C1(CN(CCC1O)C)O 3-(4-hexyloxy-1,2,5-thiadiazol-3-yl)-1-methyl-piperidine-3,4-diol